C(C1=CC=CC=C1)[Zr](C1C=CC=C1)(CC1=CC=CC=C1)CC1=CC=CC=C1 Trisbenzyl-cyclopentadienyl-zirconium